(S)-2-((5-cyclopropylpyrimidin-2-yl)amino)-4-((2-(3,5-difluorophenoxy)ethyl)(4-(5,6,7,8-tetrahydro-1,8-naphthyridin-2-yl)butyl)amino)butanoic acid C1(CC1)C=1C=NC(=NC1)N[C@H](C(=O)O)CCN(CCCCC1=NC=2NCCCC2C=C1)CCOC1=CC(=CC(=C1)F)F